tert-butyl-2-(3-benzyloxycyclobutoxy)acetate C(C)(C)(C)OC(COC1CC(C1)OCC1=CC=CC=C1)=O